2-amino-8-(2-(4-(2-fluorophenyl)piperazin-1-yl)ethyl)-6-trifluoromethyl-4-(5-methylfuran-2-yl)pteridin-7(8H)-one NC1=NC=2N(C(C(=NC2C(=N1)C=1OC(=CC1)C)C(F)(F)F)=O)CCN1CCN(CC1)C1=C(C=CC=C1)F